NCCCCOC1=C(CNC(OC(C)(C)C)=O)C=CC(=C1)C#N tert-butyl (2-(4-aminobutoxy)-4-cyanobenzyl)carbamate